N1=CN=CC2=C1C=CC(=C2)C#N benzo[2,3-d]pyrimidine-6-carbonitrile